1-(4-(3-amino-6-methylisoxazolo[5,4-b]pyridin-4-yl)phenyl)-3-(4-(trifluoromethyl)phenyl)urea NC1=NOC2=NC(=CC(=C21)C2=CC=C(C=C2)NC(=O)NC2=CC=C(C=C2)C(F)(F)F)C